3-(1-Oxo-5-(((S)-1-((2-(tetrahydro-2H-pyran-4-yl)quinolin-6-yl)methyl)-pyrrolidin-3-yl)oxy)isoindolin-2-yl)piperidine-2,6-dione O=C1N(CC2=CC(=CC=C12)O[C@@H]1CN(CC1)CC=1C=C2C=CC(=NC2=CC1)C1CCOCC1)C1C(NC(CC1)=O)=O